OC=1C=C2C(=C(C=NC2=CC1)S(=O)(=O)N1CCOCC1)NC1=C(C(=O)O)C=CC=C1 2-[(6-hydroxy-3-morpholinosulfonyl-4-quinolinyl)amino]benzoic acid